CC(C)(CC(C)(C)C)N1C(N(C2=C1C=CC=C2)C(C)(CC(C)(C)C)C)=[Se] 1,3-bis(2,4,4-trimethylpentan-2-yl)-1,3-dihydro-2H-benzo[d]imidazole-2-selenone